tert-butyl (1R,3s,5S)-3-(((Benzyloxy)carbonyl)amino)-8-azabicyclo[3.2.1]octane-8-carboxylate C(C1=CC=CC=C1)OC(=O)NC1C[C@H]2CC[C@@H](C1)N2C(=O)OC(C)(C)C